(S)-tetrahydrofuroyl chloride O1[C@@H](CCC1)C(=O)Cl